N-[(2-Amino-3-pyridyl)sulfonyl]-6-(5-ethoxy-2-fluorophenyl)-2-[(4S)-2,2,4-trimethylpyrrolidin-1-yl]pyridin-3-carboxamid NC1=NC=CC=C1S(=O)(=O)NC(=O)C=1C(=NC(=CC1)C1=C(C=CC(=C1)OCC)F)N1C(C[C@@H](C1)C)(C)C